C(C1=CC=NC=C1)(=O)NN isonicotinhydrazide